COC1=CC=C2CCCC(C2=C1)=O 7-methoxy-3,4-dihydronaphthalen-1(2H)-one